CSC1=CC=C(C=C1)/C=C/C=C/C(=O)N1CCCCC1 (2E,4E)-5-(4-(methylthio)phenyl)-1-(piperidin-1-yl)penta-2,4-dien-1-one